2-{[(2S)-1,4-Dioxacyclohexan-2-yl]methyl}-N-{[(2S)-oxolan-2-yl]methyl}-8-(trifluoromethyl)-4,5-dihydro-2H-furo[2,3-g]indazole-7-carboxamide O1[C@H](COCC1)CN1N=C2C3=C(CCC2=C1)OC(=C3C(F)(F)F)C(=O)NC[C@H]3OCCC3